NC1(CCN(CC1)C=1C2=C(C(=NC1)C1=CC=C3C=CC=NC3=C1)C(NC2)=O)C 7-(4-amino-4-methylpiperidin-1-yl)-4-(quinolin-7-yl)-1,2-dihydro-3H-pyrrolo[3,4-c]pyridin-3-one